(4-Chloropyrimidin-2-yl)methylamine ClC1=NC(=NC=C1)CN